4-(cyclopropylethynyl)-4-(trifluoromethyl)-3,4-dihydro-quinazolin-2(1H)-one C1(CC1)C#CC1(NC(NC2=CC=CC=C12)=O)C(F)(F)F